C(C=C)(=O)OCCCOC(C(=O)O)=O acryloyloxypropyl-oxalic acid